bis(4-(1-hydroxyethyl)phenyl)methane OC(C)C1=CC=C(C=C1)CC1=CC=C(C=C1)C(C)O